C(C)(=O)OC(CCCCC(C)C)(S)CC1=CC(=C(C(=C1)C(C)(C)C)O)C(C)(C)C 3,5-di-tert-butyl-4-hydroxybenzyl-mercapto-isooctyl acetate